4-(5-(5-fluoro-2-methylpyridin-4-yl)-1H-pyrazole-3-carbonyl)-4-azaspiro[2.5]Octane-7-carboxamide FC=1C(=CC(=NC1)C)C1=CC(=NN1)C(=O)N1C2(CC2)CC(CC1)C(=O)N